2-(tert-butoxycarbonylamino)acetic acid (2,5-dioxopyrrolidin-1-yl) ester O=C1N(C(CC1)=O)OC(CNC(=O)OC(C)(C)C)=O